FC1([C@H](C1)C=O)F |r| rac-2,2-difluorocyclopropane-1-carbaldehyde